N1N=NC=C1C=O 1H-1,2,3-triazole-5-formaldehyde